ClC=1C(=NN(C1C)C1=NC(=NC=C1)N1CCN(CC1)C(=O)N1N=CC[C@H]1C=1C=C(C#N)C=C(C1)F)C (S)-3-(1-(4-(4-(4-chloro-3,5-dimethyl-1H-pyrazol-1-yl)pyrimidin-2-yl)piperazine-1-carbonyl)-4,5-dihydro-1H-pyrazol-5-yl)-5-fluorobenzonitrile